COC(=O)N1CCC2(C(C(N(C2)C2=CC=C(C=C2)C=2C=NNC2)=O)NC2=CC(=CC=C2)OC)CC1 2-(4-(1H-pyrazol-4-yl)phenyl)-4-((3-methoxyphenyl)amino)-3-oxo-2,8-diazaspiro[4.5]decane-8-carboxylic acid methyl ester